(R)-N,N-diethyl-4-((3-(4-(trifluoromethyl)piperidine-1-carbonyl)piperidin-1-yl)sulfonyl)benzenesulfonamide C(C)N(S(=O)(=O)C1=CC=C(C=C1)S(=O)(=O)N1C[C@@H](CCC1)C(=O)N1CCC(CC1)C(F)(F)F)CC